BrC=1C=C2C(=C(NC(C2=C(C1)F)=O)C)Cl 6-bromo-4-chloro-8-fluoro-3-methylisoquinolin-1(2H)-one